piperidin-1-yl(5-(2-((cis-4-(trifluoromethoxy)cyclohexyl)amino)-7H-pyrrolo[2,3-d]pyrimidin-5-yl)pyrazolo[1,5-a]pyridin-3-yl)methanone N1(CCCCC1)C(=O)C=1C=NN2C1C=C(C=C2)C2=CNC=1N=C(N=CC12)N[C@@H]1CC[C@@H](CC1)OC(F)(F)F